4-((3',4'-diamino-5'-chloro-6-fluoro-[1,1'-biphenyl]-3-yl)methyl)phthalazin-1(2H)-one NC=1C=C(C=C(C1N)Cl)C1=CC(=CC=C1F)CC1=NNC(C2=CC=CC=C12)=O